ClC1=CC=C(OCC2=NN=C(S2)C2=C(C(=O)N)C(=CC(=N2)C)C2=C(C(=CC=C2OC)CO)F)C=C1 (5-((4-chlorophenoxy)methyl)-1,3,4-thiadiazol-2-yl)-4-(2-fluoro-3-(hydroxymethyl)-6-methoxyphenyl)-6-methylnicotinamide